4-(1-(2-Chloro-4-((((1s,3s)-3-hydroxy-3-methylcyclobutyl)amino)methyl)phenyl)-1H-pyrazol-4-yl)-2-((1-(methylsulfonyl)piperidin-4-yl)amino)pyrimidine-5-carbonitrile ClC1=C(C=CC(=C1)CNC1CC(C1)(C)O)N1N=CC(=C1)C1=NC(=NC=C1C#N)NC1CCN(CC1)S(=O)(=O)C